4-{[(3,5-dimethylanilino)carbonyl]methyl}phenol CC=1C=C(NC(=O)CC2=CC=C(C=C2)O)C=C(C1)C